FC1=CC=C(CC2=C3C(=C4C(CNC4=C2)(C)C)N=CS3)C=C1 4-(4-fluorobenzyl)-8,8-dimethyl-7,8-dihydro-6H-thiazolo[4,5-e]indol